Methyl 4-[(1S)-1-[[4-[(2-phenoxyacetyl)amino]tetrahydropyran-4-carbonyl]amino]ethyl]benzoate O(C1=CC=CC=C1)CC(=O)NC1(CCOCC1)C(=O)N[C@@H](C)C1=CC=C(C(=O)OC)C=C1